C1=CC=CC=2C3=CC=CC=C3C(C12)COC(=O)N[C@](C(=O)O)(CCNC(=O)OC(C)(C)C)C (S)-2-((((9H-fluoren-9-yl)methoxy)carbonyl)amino)-4-((tert-butoxycarbonyl)amino)-2-methylbutanoic acid